(1R,4S)-2,5-diphenylbicyclo[2.2.2]octa-2,5-diene C1(=CC=CC=C1)C=1[C@H]2C=C([C@H](C1)CC2)C2=CC=CC=C2